henicosan-1-ol C(CCCCCCCCCCCCCCCCCCCC)O